C1(CC1)C1=NC(=CC(=C1)C1=C(C=C(C=C1)F)C=1N(C=C(N1)C#N)C)N1C=NC2=C(C1=O)NC(=C2)CNCCOC 2-[2-[2-cyclopropyl-6-[6-[(2-methoxyethylamino)methyl]-4-oxo-5H-pyrrolo[3,2-d]pyrimidin-3-yl]pyridin-4-yl]-5-fluorophenyl]-1-methylimidazole-4-carbonitrile